Cl.Cl.Cl.CC1=NOC(=C1C1=CC=C2C=3N([C@H](COC31)C3=NC=CC=C3)C(=N2)N2C[C@@H](CC2)N)C (3R)-1-[(4S)-7-(3,5-dimethylisoxazol-4-yl)-4-pyridin-2-yl-4,5-dihydroimidazo[1,5,4-de][1,4]benzoxazin-2-yl]pyrrolidin-3-amine trihydrochloride